7-(6-(bis(4-methoxybenzyl)amino)-4-methylpyridin-2-yl)-2,6,8-trifluoroquinazoline COC1=CC=C(CN(C2=CC(=CC(=N2)C2=C(C=C3C=NC(=NC3=C2F)F)F)C)CC2=CC=C(C=C2)OC)C=C1